S1(N=C(C=2C1=CSC2)N)(=O)=O thieno(3,4-d)isothiazol-3-amine 1,1-dioxide